(R)-8-(5-(tert-butyl)-4-chlorothiazol-2-yl)-9-oxooctahydro-2H-pyrazino[1,2-a]pyrazine-2-carbonitrile C(C)(C)(C)C1=C(N=C(S1)N1C([C@@H]2N(CCN(C2)C#N)CC1)=O)Cl